C1(=C(C(=CC=C1)C(=O)O)C(=O)O)C1=CC(=C(C=C1)C(=O)O)C(=O)O 2,3',3,4'-biphenyltetracarboxylic acid